BrCCCCCC(=O)OC(CCCCCCCCCC)CC ethylundecyl 6-bromohexanoate